(1R,3R,4R)-2-((S)-2-((3-chlorophenyl)amino)-3-cyclopropylpropanoyl)-N-((S)-1-cyano-2-((R)-2-oxopiperidin-3-yl)ethyl)-5,5-difluoro-2-azabicyclo[2.2.2]octane-3-carboxamide ClC=1C=C(C=CC1)N[C@H](C(=O)N1[C@H]2CC([C@@H]([C@@H]1C(=O)N[C@@H](C[C@@H]1C(NCCC1)=O)C#N)CC2)(F)F)CC2CC2